FC=1C(=CC(=NC1)NC([C@H](C1CCC(CC1)C)NC(OC(C)(C)C)=O)=O)CN1C(N[C@@H](C1)C(F)(F)F)=O tert-butyl ((S)-2-((5-fluoro-4-(((S)-2-oxo-4-(trifluoromethyl)imidazolidin-1-yl)methyl)pyridin-2-yl)amino)-1-((1r,4S)-4-methylcyclohexyl)-2-oxoethyl)carbamate